C1(C=CC(N1C1=CC=CC=C1)=O)=O p-maleimidobenzene